ethyl 3-(5'-fluoro-2'-carboxyanilino)-4-hydroxybenzoate FC=1C=CC(=C(NC=2C=C(C(=O)OCC)C=CC2O)C1)C(=O)O